3-phenylbicyclo[1.1.1]pentane-1-carbonitrile C1(=CC=CC=C1)C12CC(C1)(C2)C#N